trans-ethene C=C